7-Chloro-9-fluoro-8-(5-fluoro-3-methyl-1H-indol-7-yl)-1,4,4-trimethyl-5H-[1,2,4]triazolo[4,3-a]quinoxaline ClC=1C=C2NC(C=3N(C2=C(C1C=1C=C(C=C2C(=CNC12)C)F)F)C(=NN3)C)(C)C